COC=1C(=CC2=C(N=CS2)C1)C1=CN(C2=NC(=CC=C21)N)COCC[Si](C)(C)C 3-(5-methoxy-1,3-benzothiazol-6-yl)-1-[[2-(trimethylsilyl)ethoxy]methyl]pyrrolo[2,3-b]pyridin-6-amine